isopropyl (S)-6-diazo-2-(2-(ethoxy-2,2,2-d3)acetamido)-5-oxohexanoate [N+](=[N-])=CC(CC[C@@H](C(=O)OC(C)C)NC(COCC([2H])([2H])[2H])=O)=O